C(C)(=O)C1=CN(C2=CC=C(C=C12)C1=CN=NC=C1)CC(=O)N1[C@@H](C[C@H](C1)F)C(=O)NC1=CC(=C(C=C1)F)C1=NN=C2N1CCCCC2 (2S,4R)-1-(2-(3-acetyl-5-(pyridazin-4-yl)-1H-indol-1-yl)acetyl)-4-fluoro-N-(4-fluoro-3-(6,7,8,9-tetrahydro-5H-[1,2,4]triazolo[4,3-a]azepin-3-yl)phenyl)pyrrolidine-2-carboxamide